[Pb](Br)Br.[Pb] lead lead bromide